C(C)N(CC)CCN(CCOC(OC(CCCCCCCCCC(=O)OCC(CCCCCCCC)CCCCCC)CCCCC)=O)CCOC(CCCCCCC)=O 2-hexyldecyl 3-ethyl-6-(2-(octanoyloxy) ethyl)-10-oxo-12-pentyl-9,11-dioxa-3,6-diaza-heneicosane-21-carboxylate